CC1=C(C(=CC=C1N)C)O 2,6-dimethyl-3-aminophenol